CC(C)(C)[S@](=O)N=CC1=NC(=NC=C1)SC (S)-2-methyl-N-((2-(methylthio)pyrimidin-4-yl)methylene)propane-2-sulfinamide